[Ir+3].ClC=1C(=NC2=C(C=CC=C2C1)[O-])C1(C(=C(C(=C1C)C)C)C)C.ClC=1C(=NC2=C(C=CC=C2C1)[O-])C1(C(=C(C(=C1C)C)C)C)C.ClC=1C(=NC2=C(C=CC=C2C1)[O-])C1(C(=C(C(=C1C)C)C)C)C chloro(pentamethylcyclopentadienyl)(8-quinolinolate) iridium (III)